Borane potassium [K].B